[Na].C1=CC=CC=C1 benzene monosodium salt